N-(1-Benzothiophen-2-yl)-3,3,5-trimethylcyclohexan-1-carboxamid S1C(=CC2=C1C=CC=C2)NC(=O)C2CC(CC(C2)C)(C)C